ethyl 2-(2-((5-bromo-7-(((2R,6S)-2,6-dimethylmorpholino)methyl)benzofuran-3-yl)methoxy)phenyl)acetate BrC=1C=C(C2=C(C(=CO2)COC2=C(C=CC=C2)CC(=O)OCC)C1)CN1C[C@H](O[C@H](C1)C)C